N1=C(C=CC2=CC=CN=C12)C(CC(=O)O)N1N=CC2=CC(=CC=C12)OCCC1=NC=2NCCCC2C=C1 3-(1,8-naphthyridin-2-yl)-3-(5-(2-(5,6,7,8-tetrahydro-1,8-naphthyridin-2-yl)ethoxy)-1H-indazol-1-yl)propionic acid